ClC=1C(=C(C=CC1)C=NS(=O)C(C)(C)C)F N-[(3-chloro-2-fluoro-phenyl)methylene]-2-methyl-propane-2-sulfinamide